4-(4-cyanopyrimidin-2-yl)piperazine-1-carboxylic acid tert-butyl ester C(C)(C)(C)OC(=O)N1CCN(CC1)C1=NC=CC(=N1)C#N